2-methyl-4H-thiazol CC=1SCCN1